1-[3-(aminomethyl)phenyl]-3-bromo-4-[(2,4-difluorobenzyl)oxy]-6-methylpyridin-2(1H)-one NCC=1C=C(C=CC1)N1C(C(=C(C=C1C)OCC1=C(C=C(C=C1)F)F)Br)=O